C[C@@H]1CN(CCN1)C(C)=O (R)-1-(3-methylpiperazine-1-yl)ethane-1-one